C(C)[C@]1(OC=2C=C(C=C(C2C2C1CCC(=C2)C)O)CCC)C (6R)-6-Ethyl-6,9-dimethyl-3-propyl-6a,7,8,10a-tetrahydrobenzo[c]chromen-1-ol